3-(4-(2-oxo-2,3-dihydrobenzo[d]oxazol-5-ylamino)pyrimidin-2-ylamino)benzamide trifluoroacetate salt FC(C(=O)O)(F)F.O=C1OC2=C(N1)C=C(C=C2)NC2=NC(=NC=C2)NC=2C=C(C(=O)N)C=CC2